FC1(CC1)C(CC(=O)O)(C)O 3-(1-fluorocyclopropyl)-3-hydroxybutyric acid